((S)-2-cyclopropyl-2-(2-((2'-fluoro-5'-hydroxy-2-((S)-1-methoxy-2,2-dimethylpropyl)-[1,1'-biphenyl]-4-yl)methoxy)pyridin-4-yl)ethyl)(methyl)phosphinic acid C1(CC1)[C@H](CP(O)(=O)C)C1=CC(=NC=C1)OCC1=CC(=C(C=C1)C1=C(C=CC(=C1)O)F)[C@H](C(C)(C)C)OC